C(C1=CC=CC=C1)N1CCN(CC1)C1=NC=C(C=N1)CN(C(OC(C)(C)C)=O)C(=O)OC(C)(C)C tert-butyl N-[[2-(4-benzylpiperazin-1-yl)pyrimidin-5-yl]methyl]-N-tert-butoxycarbonyl-carbamate